4-(3-(5-ethoxy-6-(5-methyl-4-oxo-7-propyl-3,4-dihydroimidazo[5,1-f][1,2,4]triazin-2-yl)pyridin-2-yl)-4,4-dimethyl-5-oxo-2-thioxoimidazolidin-1-yl)-2-(trifluoromethyl)benzonitrile C(C)OC=1C=CC(=NC1C1=NN2C(C(N1)=O)=C(N=C2CCC)C)N2C(N(C(C2(C)C)=O)C2=CC(=C(C#N)C=C2)C(F)(F)F)=S